ClC1=C(C=C(C=C1)F)C1=CC(=C(N=N1)NC1C[C@@H]2[C@@H](CN(C2)CC2=NC=CC=C2)C1)C(F)(F)F (3aR,5s,6aS)-N-(6-(2-chloro-5-fluorophenyl)-4-(trifluoromethyl)pyridazin-3-yl)-2-(pyridin-2-ylmethyl)octahydro-cyclopenta[c]pyrrol-5-amine